ClC=1C(=C(C=CC1Cl)N1CC2=CNC(C=C2CC1)=O)F N-(3,4-Dichloro-2-fluorophenyl)-6-oxo-3,4,6,7-tetrahydro-2,7-naphthyridine